C(C)(=O)OO.C(CC)OC(=S)[C@H](O)[C@@H](O)[C@H](O)[C@H](O)CO propyloxythio-D-glucose peracetate